N-[(1S)-1-(4-bromophenyl)-2,2,2-trifluoroethyl]-N-methyloxolane-3-carboxamide BrC1=CC=C(C=C1)[C@@H](C(F)(F)F)N(C(=O)C1COCC1)C